OCCOC1CCC(CC1)NC(=O)C1=NC(=NC(=C1)C)N1C=NC=C1 N-((1r,4r)-4-(2-hydroxyethoxy)cyclohexyl)-2-(1H-imidazol-1-yl)-6-methylpyrimidine-4-carboxamide